C1C=2N(C(N1)=O)C=CC2 1H-pyrrolo[1,2-c]imidazole-3(2H)-one